(4-amino-3-((((S)-oxetan-2-yl)methyl)amino)phenyl)(imino)(methyl)-λ6-sulfanone NC1=C(C=C(C=C1)S(=O)(C)=N)NC[C@H]1OCC1